OC[C@H]1N(C(OC1)(C)C)C(=O)OC(C)(C)C tert-butyl (R)-4-(hydroxymethyl)-2,2-dimethyloxazolidine-3-carboxylate